zirconium mono-n-butoxide bis(ethylacetoacetate) C(C)CC(CC(=O)[O-])=O.C(C)CC(CC(=O)[O-])=O.[O-]CCCC.[Zr+3]